{3-[2-(4-chloro-3-fluorophenoxy)acetamido]bicyclo[1.1.1]pentan-1-yl}-5-[(cyclobutylmethyl)(methyl)amino]pyrazine-2-carboxamide ClC1=C(C=C(OCC(=O)NC23CC(C2)(C3)C=3C(=NC=C(N3)N(C)CC3CCC3)C(=O)N)C=C1)F